1-allyl-3-(2-Hydroxyethyl)-2-thiourea C(C=C)NC(=S)NCCO